C1(=CC=CC=C1)CN(C1=CC=C(C=C1)C1(COC1)OC)CC1=CC=CC=C1 N,N-Diphenylmethyl-4-(3-methoxyoxetan-3-yl)aniline